2-methylpropanoic acid [5-[3-chloro-6-fluoro-2-[2-[4-(1,2,4-triazol-1-yl) phenyl] ethyl] phenyl]-1,3-dimethyl-6-oxo-pyridazin-4-yl] ester ClC=1C(=C(C(=CC1)F)C1=C(C(=NN(C1=O)C)C)OC(C(C)C)=O)CCC1=CC=C(C=C1)N1N=CN=C1